C(C1=CC=CC=C1)(C1=CC=CC=C1)(C1=CC=CC=C1)OC[C@@H]1[C@H]([C@H]([C@@H](O1)N1C=NC=2C(O)=NC=NC12)O)O 5'-O-tritylinosine